butyl-(2,6-dimethoxy-4-(2-nitrovinyl)phenyl)sulfane C(CCC)SC1=C(C=C(C=C1OC)C=C[N+](=O)[O-])OC